N1=NC=C2C1=NC=N2 imidazo[4,5-c]pyrazole